5-(But-3-ynylamino)-2-(2,6-dioxo-3-piperidyl)isoindoline-1,3-dione C(CC#C)NC=1C=C2C(N(C(C2=CC1)=O)C1C(NC(CC1)=O)=O)=O